CC1=NC(=CC=C1S(=O)(=O)N1CC2(C1)CC(C2)N2CC1(CCO1)C2)C(F)(F)F 6-(2-((2-Methyl-6-(trifluoromethyl)pyridin-3-yl)sulfonyl)-2-azaspiro[3.3]heptan-6-yl)-1-oxa-6-azaspiro[3.3]heptane